FC1=C(C#N)C=C(C=C1C#N)F 2,5-difluoro-isophthalonitrile